Cl.N[C@H](C(=O)OC(C)(C)C)CCC(=O)OC (S)-1-tert-butyl 5-methyl 2-aminopentanedioate hydrochloride